OC(CNC1=NC=2N(C=C1)N=C(C2C2=CC(=NC(=C2)C)OC)C=2C=C(C#N)C=CC2)(C)C 3-[5-[(2-hydroxy-2-methyl-propyl)amino]-3-(2-methoxy-6-methyl-4-pyridinyl)pyrazolo[1,5-a]pyrimidin-2-yl]benzonitrile